The molecule is a ketone hydrate that is naphthalene-1,2,3,4-tetrone in which water has been added to the keto groups at positions 2 and 3. It has been used as an antiviral agent in nasal ointment. It has a role as an antipsoriatic, an antibacterial agent and a topoisomerase inhibitor. It is a member of tetralins and a ketone hydrate. It derives from a naphthalene-1,2,3,4-tetrone. C1=CC=C2C(=C1)C(=O)C(C(C2=O)(O)O)(O)O